ClC1=NC=NC=2NC=3CC4(OCCO4)CCC3C21 4-chloro-5,6,8,9-tetrahydrospiro[pyrimido[4,5-b]indole-7,2'-[1,3]dioxolane]